C(C)(C)(C)OC(=O)N1CCC(=CC1)C=O 4-formyl-3,6-dihydro-2H-pyridine-1-carboxylic acid tert-butyl ester